BrC1=C(OC=2C1=NC(=CC2NCC=2OC=CN2)Cl)C[C@H](C)NC(OC(C)(C)C)=O tert-butyl N-[(2S)-1-{3-bromo-5-chloro-7-[(1,3-oxazol-2-ylmethyl) amino] furo[3,2-b]pyridin-2-yl}propan-2-yl]carbamate